8-((2-methyl-4-(4-(trifluoromethyl)piperidin-1-yl)phenyl)amino)-4,5-dihydrobenzo[f][1,4]oxazepin-3(2H)-one CC1=C(C=CC(=C1)N1CCC(CC1)C(F)(F)F)NC1=CC2=C(CNC(CO2)=O)C=C1